OC=1C(=C(C=CC1OC)C1COC2=CC(=CC=C2C1)O)OC 3-(3-hydroxy-2,4-dimethoxyphenyl)chroman-7-ol